FC1(CCC(CC1)C1=NC=CC(=C1NC(=O)C1=NOC2=C1C=CC=C2)C2=C(C=CC(=C2)F)F)F N-(2-(4,4-difluorocyclohexyl)-4-(2,5-difluorophenyl)pyridin-3-yl)benzo[d]isoxazole-3-carboxamide